1-(4-(benzylamino)-7-[4-(tert-butoxycarbonyl)piperazin-1-ylmethyl]pyrrolo[2,1-f][1,2,4]triazin-2-yl)-2-methyl-1H-indole-4-carboxamide C(C1=CC=CC=C1)NC1=NC(=NN2C1=CC=C2CN2CCN(CC2)C(=O)OC(C)(C)C)N2C(=CC=1C(=CC=CC21)C(=O)N)C